3-chloro-6-(3,8-diazabicyclo[3.2.1]octan-8-yl)-2-piperazin-1-yl-quinoline dihydrochloride Cl.Cl.ClC=1C(=NC2=CC=C(C=C2C1)N1C2CNCC1CC2)N2CCNCC2